CC1=C(C=CC=2N1N=C(N2)NC(CC2=CC(=C(OC1=C(C(=O)N)C=CC=N1)C=C2)F)=O)C 2-(4-(2-((5,6-dimethyl-[1,2,4]-triazolo[1,5-a]-pyridin-2-yl)-amino)-2-oxoethyl)-2-fluorophenoxy)-nicotinamide